BrC1=CC=C(C=C1)N1C=NC2=CC=C(C=C2C1=O)OC=1C(=C(C=CC1F)NS(=O)(=O)N1C[C@@H](CC1)F)C#N (3R)-N-[3-[3-(4-bromophenyl)-4-oxo-quinazolin-6-yl]oxy-2-cyano-4-fluoro-phenyl]-3-fluoro-pyrrolidine-1-sulfonamide